C[C@H]1N(CCN(C1)C)[C@@H](C(=O)NC=1C=CC=C2C(=CNC12)C1=NC(=NC=C1C)NC1=C(C(=CC=C1)S(=O)(=O)C)F)C (R)-2-((R)-2,4-dimethylpiperazin-1-yl)-N-(3-(2-((2-fluoro-3-(methylsulfonyl)phenyl)amino)-5-methylpyrimidin-4-yl)-1H-indol-7-yl)propionamide